7-methoxy-3-cyanocoumarin COC1=CC=C2C=C(C(OC2=C1)=O)C#N